C(C(=C)C)(=O)OCC(CBr)Br 2,3-dibromo-propyl methacrylate